ClC=1C=C2C=C(NC2=CC1OCC=1N=C(OC1)C)CNC(=O)C1(CC1)C N-((5-chloro-6-((2-methyloxazol-4-yl)methoxy)-1H-indol-2-yl)methyl)-1-methylcyclopropane-1-carboxamide